FC(COS(=O)(=O)C)(F)F methanesulfonic acid 2,2,2-trifluoroethyl ester